((1R,4r)-4-(5-bromo-6-fluoro-2H-indazol-2-yl)cyclohexyl)methanol BrC1=CC2=CN(N=C2C=C1F)C1CCC(CC1)CO